NC(C(=O)O)(CCCCB(O)O)C(C=1C=NC=CC1)O 2-amino-6-borono-2-(hydroxy(pyridin-3-yl)methyl)hexanoic acid